C=C(C(=O)OCCC(=O)N1CCOCC1)CC(=O)OCCCCCCCC (3-morpholino-3-oxopropyl) 4-octyl 2-methylenesuccinate